2-(2-chlorobenzyl)-8-methyl-N-(tetrahydrofuran-2-ylmethyl)-4,5-dihydro-2H-furo[2,3-g]indazole-7-carboxamide ClC1=C(CN2N=C3C4=C(CCC3=C2)OC(=C4C)C(=O)NCC4OCCC4)C=CC=C1